NC=1C=2N(C3=CC(=CC=C3N1)C(=O)N1[C@@H]3[C@H](CCC1)OC1=C3C=CC(=C1F)C(F)(F)F)C(=NC2)C (4-amino-1-methylimidazo[1,5-a]quinoxalin-8-yl)((4aS,9bS)-6-fluoro-7-(trifluoromethyl)-3,4,4a,9b-tetrahydrobenzofuro[3,2-b]pyridin-1(2H)-yl)methanone